(1R,2S,5S)-6,6-dimethyl-3-[(2S)-3-phenyl-2-[[(3S)-tetrahydrofuran-3-carbonyl]amino]propanoyl]-3-azabicyclo[3.1.0]hexane-2-carboxylic acid CC1([C@H]2CN([C@@H]([C@@H]12)C(=O)O)C([C@H](CC1=CC=CC=C1)NC(=O)[C@@H]1COCC1)=O)C